N-((1S)-1-(4-(S-Methylsulfonimidoyl)phenyl)ethyl)-4-((R)-3-(3-(trifluoromethyl)phenoxy)pyrrolidin-1-yl)tetrahydro-2H-pyran-4-carboxamide, hydrochloride Cl.CS(=O)(=N)C1=CC=C(C=C1)[C@H](C)NC(=O)C1(CCOCC1)N1C[C@@H](CC1)OC1=CC(=CC=C1)C(F)(F)F